N[C@H](CO)CC (S)-2-amino-butanol